C(C)O[C@@H]1OC(C[C@@H]1NC(C(C)N1C(C(=CC=C1)NC(=O)C=1NC2=CC=C(C=C2C1)F)=O)=O)=O N-(1-(1-(((2R,3S)-2-ethoxy-5-oxotetrahydrofuran-3-yl)amino)-1-oxopropan-2-yl)-2-oxo-1,2-dihydropyridin-3-yl)-5-fluoro-1H-indole-2-carboxamide